1-(tert-butyl) 3-ethyl 3-azidoazetidine-1,3-dicarboxylate N(=[N+]=[N-])C1(CN(C1)C(=O)OC(C)(C)C)C(=O)OCC